[F-].[Li+].[Nd+3].[F-].[F-].[F-] neodymium lithium fluoride